S1C=NC=C1C(=O)[O-] 1,3-thiazole-5-carboxylate